NCC1CCC(O1)C(C)(C)C1OC(CC1)CN 2,2-Bis(5-aminomethyltetrahydrofuran-2-yl)propane